C1(=CC=CC=C1)[Si]([Si]([Si](OCC)(OCC)OCC)(OCC)C=C)(C=C)C1=CC=CC=C1 diphenyl-divinyl-tetraethoxytrisilane